5-trifluoromethyl-2-(2-hydroxy-3-alpha-cumyl-5-tert-butylphenyl)-2H-benzotriazole FC(C1=CC=2C(=NN(N2)C2=C(C(=CC(=C2)C(C)(C)C)C(C)(C)C2=CC=CC=C2)O)C=C1)(F)F